2-(Dimethylamino)ethanol butyl-(S)-3-((S)-2-((diphenylmethylene)amino)-3-methoxy-3-oxopropyl)-2-oxopyrrolidine-1-carboxylate C(CCC)[C@@]1(C(N(CC1)C(=O)OCCN(C)C)=O)C[C@@H](C(=O)OC)N=C(C1=CC=CC=C1)C1=CC=CC=C1